O1C(=CC=C1)CC1=CC2=NC=CC=C2S1 [(furan-2-yl)methyl]thieno[3,2-b]pyridin